CN1C=C(C[C@H](N)C(=O)O)C2=CC=CC=C12 1-methyltryptophan